3-bromo-2-fluorobenzonitrile BrC=1C(=C(C#N)C=CC1)F